1-[4-[5-[5-[(1R)-1-(3,5-dichloro-4-pyridyl)ethoxy]-1H-indazol-3-yl]-2-pyridyl]piperazin-1-yl]propan-1-one ClC=1C=NC=C(C1[C@@H](C)OC=1C=C2C(=NNC2=CC1)C=1C=CC(=NC1)N1CCN(CC1)C(CC)=O)Cl